[Si](C1=CC=CC=C1)(C1=CC=CC=C1)(C(C)(C)C)OC[C@H]1CC[C@@H](CO1)N (3S,6R)-6-(((tert-butyldiphenylsilyl)oxy)methyl)tetrahydro-2H-pyran-3-amine